C1(CC1)C([C@@H](C(=O)NC1=NC(=C(C=C1)C=1C(=NNC1C)C)F)NC(=O)C1=CC=NN1C(C=C)C=C)C1CC1 (S)-N-(1,1-dicyclopropyl-3-((5-(3,5-dimethyl-1H-pyrazol-4-yl)-6-fluoropyridin-2-yl)amino)-3-oxopropan-2-yl)-1-(penta-1,4-dien-3-yl)-1H-pyrazole-5-carboxamide